(3S,5R)-1-Ethyl-5-[[6-(4-hydroxy-2,3-dihydrobenzofuran-5-yl)-5-methyl-1,2,4-triazin-3-yl]amino]piperidin-3-ol C(C)N1C[C@H](C[C@H](C1)NC=1N=NC(=C(N1)C)C=1C=CC2=C(CCO2)C1O)O